4-(4-aminophenoxy)-N-methylpyridine-2-carboxamide NC1=CC=C(OC2=CC(=NC=C2)C(=O)NC)C=C1